bis(di-p-tolyl-phosphino)-1,1'-binaphthyl C1(=CC=C(C=C1)P(C1=CC=C(C=C1)C)C=1C(=C(C2=CC=CC=C2C1)C1=CC=CC2=CC=CC=C12)P(C1=CC=C(C=C1)C)C1=CC=C(C=C1)C)C